N-(3-(4-morpholino-6-(oxazol-5-yl)thieno[3,2-d]pyrimidin-2-yl)phenyl)oxazole-4-carboxamide O1CCN(CC1)C=1C2=C(N=C(N1)C=1C=C(C=CC1)NC(=O)C=1N=COC1)C=C(S2)C2=CN=CO2